2,3,5,6-tetrafluoro-4-trifluoromethylphenyldifluoroborane FC1=C(C(=C(C(=C1F)C(F)(F)F)F)F)B(F)F